COC([C@@H](COCC1=CC=CC=C1)O)=O.C(C1=CC=CC=C1)OC[C@H](C(=O)OC)OS(=O)(=O)C methyl (2R)-3-(benzyloxy)-2-[(methanesulfonyl)oxy]propanoate methyl-(2R)-3-(benzyloxy)-2-hydroxypropanoate